C(CCCCC)N1C(N(C=C1)C)C 1-hexyl-2,3-dimethylimidazole